NC1CCN(CC1)C1=NC(=C2N=CN(C2=N1)C(C)C)NCC1=C(C=CC=C1)N1CCN(CC1)C 2-(4-aminopiperidin-1-yl)-9-isopropyl-N-(2-(4-methylpiperazin-1-yl)benzyl)-9H-purin-6-amine